ClC=1C=C2C(=CC1)NC(C21CCN(CC1)C(COC1=CC=C(C=C1)S(=O)(=O)C)C)=O 5-chloro-1'-[1-(4-methanesulfonylphenoxy)propan-2-yl]-1,2-dihydrospiro[indole-3,4'-piperidin]-2-one